C(#N)C=1C=CC(=C(C1)C=1N=C(OC1)C(=O)N[C@@H]1C[C@@H](N(C1)C(=O)OC(C)(C)C)COC)OC1CC1 tert-Butyl (2R,4R)-4-(4-(5-cyano-2-cyclopropoxyphenyl)oxazole-2-carboxamido)-2-(methoxymethyl)pyrrolidine-1-carboxylate